ClC1=NC=C(C(=C1)C=1C2=C(N(N=C2C(=CC1)F)C)C(C)C)F (2-chloro-5-fluoropyridin-4-yl)-7-fluoro-3-isopropyl-2-methyl-2H-indazole